COC1=C(C=CC=C1)NN (2-methoxyphenyl)hydrazine